C(C)(C)(C)OC(=O)N(C(OC(C)(C)C)=O)C1=NC(=CC(=N1)C=1N=NN(C1)CC1=NC(=CC=C1)CO[Si](C)(C)C(C)(C)C)C1=C(C(=CC=C1)C#N)C tert-butyl (tert-butoxycarbonyl)(4-(1-((6-(((tert-butyldimethylsilyl)oxy) methyl)pyridin-2-yl)methyl)-1H-1,2,3-triazol-4-yl)-6-(3-cyano-2-methylphenyl) pyrimidin-2-yl)carbamate